1-amyl-3-(4-methyl-1-naphthoyl)indole C(CCCC)N1C=C(C2=CC=CC=C12)C(=O)C1=CC=C(C2=CC=CC=C12)C